N-(2-(methyl(2-oxo-2-((6-(trifluoromethoxy)benzo[d]thiazol-2-yl)amino)ethyl)amino)-2-oxoethyl)propionamide CN(C(CNC(CC)=O)=O)CC(NC=1SC2=C(N1)C=CC(=C2)OC(F)(F)F)=O